2-[[4-Morpholino-6-(5-oxazolyl)-2-pyrimidinyl]amino]-4-methyl-5-thiazolecarboxylic acid ethyl ester C(C)OC(=O)C1=C(N=C(S1)NC1=NC(=CC(=N1)N1CCOCC1)C1=CN=CO1)C